C(C)(=O)ON1C(SC=C1C)=S 3-acetoxy-4-methylthiazole-2(3H)-thione